4-((2-hydroxy-2-methylpropyl)(3-(trifluoromethyl)benzyl)amino)piperidine-1-carbonyl chloride OC(CN(C1CCN(CC1)C(=O)Cl)CC1=CC(=CC=C1)C(F)(F)F)(C)C